(S)-N1-(1-(2-(2-adamantylamino)-2-oxoethyl)-2-oxo-1,2-dihydropyridin-3-yl)-N6-methyl-2-(4-methyl-1,2,3-thiadiazole-5-carboxamido)-5-oxohexanediamide C12C(C3CC(CC(C1)C3)C2)NC(CN2C(C(=CC=C2)NC([C@H](CCC(C(=O)NC)=O)NC(=O)C2=C(N=NS2)C)=O)=O)=O